[I].C(C)NCC diethylamine iodine